OCCC1(CCCC1)O 1-(2-hydroxyethyl)cyclopentan-1-ol